CC=1OC2=C(N1)C=CC(=C2)CO (2-methyl-1,3-benzoxazol-6-yl)methanol